2-([1,1'-Biphenyl]-4-yl)cyclobutane-1-carbonitrile C1(=CC=C(C=C1)C1C(CC1)C#N)C1=CC=CC=C1